ClC=1C=C2C(C=C(OC2=CC1)C(=O)NCC=1N=C2N(C=C(C=C2)CNCC2CCCCC2)C1)=O 6-chloro-N-[(6-{[(cyclohexylmethyl)amino]methyl}imidazo[1,2-a]pyridin-2-yl)methyl]-4-oxo-4H-chromen-2-carboxamide